C(CCCCCCC\C=C/C\C=C/CCCCC)(=O)OCC(COC(CCC(OCCCCCCCC)OCCCCCCCC)=O)COC(=O)OCCC1N(CCC1)C 3-((4,4-bis(octyloxy)butanoyl)oxy)-2-((((2-(1-methylpyrrolidin-2-yl)ethoxy)carbonyl)oxy)methyl)propyl (9Z,12Z)-octadeca-9,12-dienoate